N1(C=NC=C1)C1=NC(=CC(=N1)C(=O)NC1CCC(CC1)OC)C(C)C 2-(1H-imidazol-1-yl)-6-isopropyl-N-(4-methoxycyclohexyl)pyrimidine-4-carboxamide